[Si]([O-])([O-])([O-])[O-].[P+3].[B+3] boron phosphorus SILICATE